C(C)OC(=O)C1=C(N=C(S1)NC1=NC(=C(C(=N1)N1CCC(CC1)O)OC)N1CCC(CC1)O)C 2-[4,6-bis(4-hydroxy-piperidin-1-yl)-5-methoxypyrimidin-2-ylamino]-4-methyl-thiazole-5-carboxylic acid ethyl ester